(S)-4-amino-N-(6-chloro-2,3-dihydrobenzofuran-3-yl)-N-methylimidazo[1,5-a]quinoxaline-8-carboxamide NC=1C=2N(C3=CC(=CC=C3N1)C(=O)N(C)[C@@H]1COC3=C1C=CC(=C3)Cl)C=NC2